C(C1=CC=CC=C1)OC(=O)N1CC(CC1)(O)C1=CC(=C(C=C1)F)C 3-(4-fluoro-3-methyl-phenyl)-3-hydroxy-pyrrolidine-1-carboxylic acid benzyl ester